ethyl 5-(((5-fluoro-2,3-dihydrobenzofuran-4-yl)methyl)amino)-8-phenylimidazo[1,5-c]pyrimidine-1-carboxylate FC=1C=CC2=C(CCO2)C1CNC1=NC=C(C=2N1C=NC2C(=O)OCC)C2=CC=CC=C2